C[NH2+]CCOP(=O)([O-])OP(=O)([O-])OC[C@@H]1[C@H]([C@H]([C@@H](O1)N2C=CC(=NC2=O)N)O)O The molecule is conjugate base of CDP-N-methylethanolamine having a dianionic diphosphate group and a protonated secondary amino group. It is a conjugate base of a CDP-N-methylethanolamine.